FC(OC=1C=NC(=NC1)N[C@@H]1C[C@H](CCC1)C1=NC=CC=N1)F ((1S,3S)-3-((5-(difluoromethoxy)pyrimidin-2-yl)amino)cyclohexyl)pyrimidine